CN(C(=O)C1[C@H]2CN(C[C@@H]12)C(=O)O)C(C)(C)C (1R,5S,6r)-6-[methyl-(tert-butyl)carbamoyl]-3-azabicyclo[3.1.0]Hexane-3-carboxylic acid